ClC=1C=CC(=C2CN(C(C12)=O)C)CC1CC2(CN(C2)C(CCC=2C=NN(C(C2Cl)=O)C2OCCCC2)C)C1 7-chloro-4-[[2-[3-(5-chloro-6-oxo-1-tetrahydropyran-2-yl-pyridazin-4-yl)-1-methyl-propyl]-2-azaspiro[3.3]heptan-6-yl]methyl]-2-methyl-isoindolin-1-one